NC1=CC=CC(=N1)S(=O)(=O)NC(=O)C=1C(=NC(=CC1)C1=CC(=CC(=C1)OCC(C)C)F)OCC1(COC1)CC N-[(6-Amino-2-pyridyl)sulfonyl]-2-[(3-ethyloxetan-3-yl)methoxy]-6-(3-fluoro-5-isobutoxyphenyl)pyridin-3-carboxamid